ClC=1C=C(NC2(CCC3(C(CC4=CC=CC=C34)CCCOC3=CC=C(C=C3)F)CC2)C(=O)O)C=CC1 (1r,4r)-4-(3-Chloroanilino)-2'-[3-(4-fluorophenoxy)propyl]-2',3'-dihydrospiro[cyclohexane-1,1'-indene]-4-carboxylic acid